(2S,4R)-4-Hydroxymethyl-pyrrolidin OC[C@@H]1CCNC1